2-O-tetradecyl-3-O-(2-hydroxyisobutyl)ascorbic acid C(CCCCCCCCCCCCC)OC=1C(=O)O[C@@H](C1OCC(C)(C)O)[C@@H](O)CO